BrC1=CC=C(OC[C@H](COC\C=C/CO)O)C=C1 (S,Z)-4-(3-(4-bromophenoxy)-2-hydroxypropoxy)but-2-en-1-ol